C(C1=CC=CC=C1)ONS(=O)(=O)C1=C(C=CC=C1)[N+](=O)[O-] N-(benzyloxy)-2-nitrobenzenesulfonamide